selenocarbonate C([O-])([O-])=[Se]